C(C)OC(=O)C1=C(N=C2N1N=C(C=C2)N2[C@H]1CO[C@@H](C2)C1)C1=CC=CC=C1 6-[(1R,4R)-2-oxa-5-azabicyclo[2.2.1]heptan-5-yl]-2-phenylimidazo[1,2-b]pyridazine-3-carboxylic acid ethyl ester